N1(CCNCC1)C(=O)N1N=C(C=C1)C(=O)OC(C)(C)C tert-butyl 1-[(piperazin-1-yl) carbonyl]-1H-pyrazole-3-carboxylate